5-methyl-1-(4-nitrophenyl)(trifluoromethyl)-1H-pyrazole CC1=CC(=NN1C1=CC=C(C=C1)[N+](=O)[O-])C(F)(F)F